C1(CC1)C1=C(C(=NO1)C1=C(C=CC=C1F)F)COC1C[C@H]2CC[C@@H](C1)N2C2=CC=C(C=N2)C2=NOC(N2)=O 3-(6-((1R,3r,5S)-3-((5-cyclopropyl-3-(2,6-difluorophenyl)isoxazol-4-yl)methoxy)-8-azabicyclo[3.2.1]octan-8-yl)pyridin-3-yl)-1,2,4-oxadiazol-5(4H)-one